CC1=NC=2C=CN=C(C2C=C1)C(=O)O 2-methyl-1,6-naphthyridine-5-carboxylic acid